FC1(CC(C1)C1=NC(=NO1)C=1C=C(C(=C(C1)NC(=O)C1=CN=C2N1C=C(C=C2)N2CCOCC2)C)F)F N-(5-(5-(3,3-difluorocyclobutyl)-1,2,4-oxadiazol-3-yl)-3-fluoro-2-methylphenyl)-6-morpholinoimidazo[1,2-a]pyridine-3-carboxamide